C(C=C)(=O)NC(C)C 2-acrylamidopropane